[7-(fluoromethoxy)-1,2,3,4-tetrahydroisoquinoline-2-carbonyl]-6-methyl-N-(1-methylcyclopropyl)furo[2,3-d]pyrimidin-4-amine FCOC1=CC=C2CCN(CC2=C1)C(=O)C=1N=C(C2=C(N1)OC(=C2)C)NC2(CC2)C